COCCO[C@@H](C=O)[C@H](O)[C@H](O)CO O-MethoxyEthylRibose